tert-butyl 4-((6-chloro-3-(ethylcarbamoyl)pyridazin-4-ylamino)methyl)piperidine-1-carboxylate ClC1=CC(=C(N=N1)C(NCC)=O)NCC1CCN(CC1)C(=O)OC(C)(C)C